C1(=CC=CC=C1)S(=O)(=O)C1=CC=C(C=C1)CNC(=O)C1=CC2=NC=CC=C2O1 N-{[4-(benzenesulfonyl)phenyl]methyl}furo[3,2-b]pyridine-2-carboxamide